trans-2-chloro-N-(5-chloro-6-(2H-1,2,3-triazol-2-yl)pyridin-3-yl)-8-methyl-8-(1-methyl-1H-pyrazol-4-yl)-7,8-dihydro-6H-cyclopenta[e]pyrazolo[1,5-a]pyrimidine-6-carboxamide ClC1=NN2C(N=CC3=C2[C@@](C[C@H]3C(=O)NC=3C=NC(=C(C3)Cl)N3N=CC=N3)(C=3C=NN(C3)C)C)=C1